CCCC Normalbutan